2'-(6-amino-5-cyanopyridin-3-yl)-N-[2-(4-fluorophenyl)propan-2-yl]-5',6'-dihydrospiro[pyrrolidine-3,4'-pyrrolo[1,2-b]pyrazole]-1-carboxamide NC1=C(C=C(C=N1)C=1C=C2N(N1)CCC21CN(CC1)C(=O)NC(C)(C)C1=CC=C(C=C1)F)C#N